3-ethyl-9-methylbicyclo[3.3.1]nonan-9-yl acrylate C(C=C)(=O)OC1(C2CC(CC1CCC2)CC)C